4-((2S,SR)-4-Acryloyl-2,5-dimethylpiperazin-1-yl)-7-(2-amino-6-fluorophenyl)-1-(4,6-diisopropylpyrimidin-5-yl)-6-fluoropyrido[2,3-d]pyrimidin-2(1H)-one C(C=C)(=O)N1C[C@@H](N(C[C@@H]1C)C=1C2=C(N(C(N1)=O)C=1C(=NC=NC1C(C)C)C(C)C)N=C(C(=C2)F)C2=C(C=CC=C2F)N)C |&1:9|